C(CCCCCCC(=O)OC)(=O)OC Dimethyl suberate